BrC1=C(C=C2C(=NC(=NC2=C1F)OC[C@]12CCCN2C[C@@H](C1)F)N([C@H]1[C@H](N(CC1)C(=O)OC(C)(C)C)C)CC)I tert-butyl (2R,3R)-3-((7-bromo-8-fluoro-2-(((2R,7aS)-2-fluoro tetrahydro-1H-pyrrolizin-7a(5H)-yl)methoxy)-6-iodoquinazolin-4-yl)(ethyl)amino)-2-methylpyrrolidine-1-carboxylate